[N+](=O)([O-])C=1C=C(C=CC1NCCCCCCN1[C@@H]([C@H]([C@@H]([C@H](C1)O)O)O)CO)CC#N 2-[3-nitro-4-({6-[(2R,3R,4R,5S)-3,4,5-trihydroxy-2-(hydroxymethyl)piperidin-1-yl]hexyl}amino)phenyl]acetonitrile